(S)-4-(1,4-Dimethyl-8-(1-methyl-1H-pyrazol-4-yl)-4H-benzo[f][1,2,4]triazolo[4,3-a][1,4]diazepin-6-yl)phenol CC1=NN=C2N1C1=C(C(=N[C@H]2C)C2=CC=C(C=C2)O)C=C(C=C1)C=1C=NN(C1)C